O1C(=CC=C1)CNC(=O)C=1C(N(C2=CC=CC=C2C1O)CC(C)C)=O N-(furan-2-ylmethyl)-4-hydroxy-1-isobutyl-2-oxo-1,2-dihydroquinoline-3-carboxamide